COC1=C(CN2CC3(CN(C3)C(CCCCOC3=C4C(N(C(C4=CC=C3)=O)C3C(NC(CC3)=O)=O)=O)=O)C2)C(=CC(=C1)C1=CN(C(C2=CN=CC=C12)=O)C)OC 4-((5-(6-(2,6-Dimethoxy-4-(2-Methyl-1-Oxo-1,2-Dihydro-2,7-Naphthyridin-4-Yl)Benzyl)-2,6-Diazaspiro[3.3]Heptan-2-Yl)-5-Oxopentyl)Oxy)-2-(2,6-Dioxopiperidin-3-Yl)Isoindoline-1,3-Dione